nonafluorobutanylsulfonyl azide FC(C(C(S(=O)(=O)N=[N+]=[N-])(F)F)(F)F)(C(F)(F)F)F